Cl.COC1=C(SC=C1)CNCCC1(CCCOC2(CCCC2)C1)C1=NC=CC=C1 N-((3-Methoxythien-2-yl)methyl)-2-(10-(pyridin-2-yl)-6-oxaspiro[4.6]undecan-10-yl)ethylamine hydrochloride